N-ethyl-asparagine C(C)N[C@@H](CC(N)=O)C(=O)O